(R)-5'-O-(4,4'-Dimethoxytrityl)-2'-O-methyl-5'-C-trifluoroacetylaminopropyl-uridine COC1=CC=C(C(C2=CC=C(C=C2)OC)(C2=CC=CC=C2)OC([C@@H]2[C@H]([C@H]([C@@H](O2)N2C(=O)NC(=O)C=C2)OC)O)CCCNC(C(F)(F)F)=O)C=C1